methyl 6-fluoro-4-oxo-5H-furo[3,2-c]quinoline-7-carboxylate FC1=C(C=CC=2C3=C(C(NC12)=O)C=CO3)C(=O)OC